2,4-dihydroxy-3,3-dimethyl-butyramide OC(C(=O)N)C(CO)(C)C